C(=O)(OC(C)CC(=O)OCC)C(O)C(O)C(=O)[O-] mono-(4-ethoxy-4-oxo-butan-2-yl) tartrate